FC1=C(N=CC2=C1N=C(N=C2N2C[C@@](CCC2)(O)C)OC[C@]21CCCN1C[C@@H](C2)F)C2=CC(=CC1=CC=CC=C21)O (R)-1-(8-fluoro-2-(((2R,7aS)-2-fluorotetrahydro-1H-pyrrolizin-7a(5H)-yl)methoxy)-7-(3-hydroxynaphthalen-1-yl)pyrido[4,3-d]pyrimidin-4-yl)-3-methylpiperidin-3-ol